COC(C1=CC=C(C=C1)C1CC2(CC(C2)(C)F)CCN1)=O 4-(2-fluoro-2-methyl-7-azaspiro[3.5]non-6-yl)benzoic acid methyl ester